methanesulfonic acid 9-fluoro-3-[2-(1-{[5-methyl-3-(trifluoromethyl)-1H-pyrazol-1-yl] acetyl} piperidin-4-yl)-1,3-thiazol-4-yl]-1,5-dihydro-2,4-benzodioxepin-6-yl ester FC1=CC=C(C2=C1COC(OC2)C=2N=C(SC2)C2CCN(CC2)C(CN2N=C(C=C2C)C(F)(F)F)=O)OS(=O)(=O)C